2,6-dimethoxy-4-[5-(1-methyltriazol-4-yl)benzimidazol-1-yl]-N-(2,2,2-trifluoroethyl)benzamide COC1=C(C(=O)NCC(F)(F)F)C(=CC(=C1)N1C=NC2=C1C=CC(=C2)C=2N=NN(C2)C)OC